2-nitroimidazol [N+](=O)([O-])C=1NC=CN1